C1(C=2C(C(N1CCCCCO)=O)=CC=CC2)=O epsilon-phthalimidopentanol